CC1(C(C(C(=O)O)(C=CC1)C)(C(=O)O)C)C methyltrimethyltetrahydrophthalic acid